FC(C1=NNC(=C1)C=O)(F)F 3-(trifluoromethyl)-1H-pyrazole-5-carbaldehyde